3-{[(3S,6R)-6-methyl-1-{[2-(2H-1,2,3-triazol-2-yl)phenyl]carbonyl}piperidin-3-yl]ethynyl}pyridin-2-ol C[C@@H]1CC[C@H](CN1C(=O)C1=C(C=CC=C1)N1N=CC=N1)C#CC=1C(=NC=CC1)O